O=C1NC(CCC1N1CC2=CC=C(C=C2C1)OCCC1CCN(CC1)CC1CC(C1)OC1=C(C(=NC=C1)NC=1C=C2C=CN=CC2=C(C1)F)F)=O 2-(2,6-dioxopiperidin-3-yl)-5-(2-(1-(((1r,3r)-3-((3-fluoro-2-((8-fluoroisoquinolin-6-yl)amino)pyridin-4-yl)oxy)cyclobutyl)methyl)piperidin-4-yl)ethoxy)isoindoline